O1C(=CC=C1)C=CC#N 3-(Furan-2-yl)prop-2-ennitril